NC1=NC2=CC=C(C=C2C=C1C)C(=O)N(CC1=NC=C(C=C1)C(F)(F)F)[C@H]1[C@H](C1)C1CC1 2-amino-N-((1R,2R)-[1,1'-bi(cyclopropyl)]-2-yl)-3-methyl-N-((5-(trifluoromethyl)-2-pyridinyl)methyl)-6-quinolinecarboxamide